C[C@@]12CCC/C(/[C@@H]2CC[C@@H]1[C@H](CN1C[C@H](CC1)C)C)=C\C=C\1/C([C@H](C[C@@H](C1)O)O)=C (1R,3S,Z)-5-(2-((1R,3aS,7aR,E)-7a-methyl-1-((R)-1-((S)-3-methylpyrrolidin-1-yl)Propan-2-yl)octahydro-4H-inden-4-ylidene)ethylidene)-4-methylenecyclohexane-1,3-diol